Cl.N[C@H]1CC[C@@H](CCC1)O (1R,4R)-4-aminocycloheptanol hydrochloride